exo-2-(2-(5-Methoxybenzofuran-3-yl)ethyl)-3-methyl-2-azabicyclo[2.2.2]oct-5-ene COC=1C=CC2=C(C(=CO2)CCN2C3C=CC(C2C)CC3)C1